N-(4-((2-(1,1-difluoroethyl)-6-methylpyrimidin-4-yl)amino)-5-((5-ethyloxazol-2-yl)methoxy)pyridin-2-yl)acetamide FC(C)(F)C1=NC(=CC(=N1)NC1=CC(=NC=C1OCC=1OC(=CN1)CC)NC(C)=O)C